BrC1=C2C=NN(C2=CC2=C1CC(C2)C)C2OCCCC2 4-bromo-6-methyl-1-(tetrahydro-2H-pyran-2-yl)-1,5,6,7-tetrahydrocyclopenta[f]indazole